C(C=C)OC=1C=CC(=NC1)COC=1C=C2C(=NC1)OC(=N2)C2=NC=NC(=C2)C 6-((5-(allyloxy)pyridin-2-yl)methoxy)-2-(6-methylpyrimidin-4-yl)oxazolo[5,4-b]pyridine